ethyl 4-bromo-3-methyl-1-(tetrahydro-2H-pyran-2-yl)-1H-pyrazole-5-carboxylate BrC=1C(=NN(C1C(=O)OCC)C1OCCCC1)C